C(\C=C/C(=O)[O-])(=O)[O-].[Na+].[Na+] sodium maleate salt